1-[4-[(1S,2S)-2-cyclohexyl-6-hydroxy-tetralin-1-yl]phenyl]piperidine-4-carbaldehyde C1(CCCCC1)[C@H]1[C@H](C2=CC=C(C=C2CC1)O)C1=CC=C(C=C1)N1CCC(CC1)C=O